Racemic-4-chloro-3,5-difluoro-N-(8-fluoro-6-oxo-2,4,5,6-tetrahydro-1H-pyrano[3,4-c]isoquinolin-1-yl)-N-methylbenzamide ClC1=C(C=C(C(=O)N(C)[C@H]2COCC=3NC(C=4C=C(C=CC4C32)F)=O)C=C1F)F |r|